sodium (S)-3-(3-(2-ethylbenzyl)phenyl)-3-(3-(1-methyl-4-oxido-2-oxo-1,2-dihydropyridin-3-yl) ureido)propanoate C(C)C1=C(CC=2C=C(C=CC2)[C@H](CC(=O)[O-])NC(=O)NC=2C(N(C=CC2[O-])C)=O)C=CC=C1.[Na+].[Na+]